CNC(=O)C1=CC=C(C=N1)NC(=O)[C@@H]1CC12CCN(CC2)C(=O)OC(C(F)(F)F)C(F)(F)F |o1:13| 1,1,1,3,3,3-Hexafluoropropan-2-yl (R or S)-1-((6-(methylcarbamoyl)pyridin-3-yl)carbamoyl)-6-azaspiro[2.5]octane-6-carboxylate